ClC1=C2C(C(N(C2=CC=C1F)CC)=O)=O 4-Chloro-1-ethyl-5-fluoroindoline-2,3-dione